ClC(C(=O)N=C1N(C=CC=C1)CC=1C=NC(=CC1)Cl)(F)F 2-chloro-N-[1-((6-chloropyridin-3-yl)methyl)pyridin-2(1H)-ylidene]-2,2-difluoroacetamide